C(C)OC([C@@H](NC1=C(C(=C(C=C1)Br)F)[N+](=O)[O-])C)=O (4-bromo-3-fluoro-2-nitrophenyl)alanine ethyl ester